ethyl 7-bromo-2-methoxy-4-({[(4-methoxyphenyl)methyl](methyl)amino}carbonyl)quinoline-3-carboxylate BrC1=CC=C2C(=C(C(=NC2=C1)OC)C(=O)OCC)C(=O)N(C)CC1=CC=C(C=C1)OC